C(C1=CC=CC=C1)OC1C(N(C2=CC=C(C=C2C1=O)I)CCC(C)C)=O (benzyloxy)-6-iodo-1-isopentylquinoline-2,4(1H,3H)-dione